N-(2,3-dihydro-1,4-benzoxazin-4-yl)-4-[2-methoxyethyl(methyl)amino]-8-(2,3,5-trifluorophenyl)quinoline O1CCN(C2=C1C=CC=C2)N2CC=C(C1=CC=CC(=C21)C2=C(C(=CC(=C2)F)F)F)N(C)CCOC